CC1=CC=CC(=N1)CN(CC1=CC(=CC=C1)CNCC1=NC=CC=C1)C1CCCC=2C=CC=NC12 N-[(6-methylpyridin-2-yl)methyl]-N'-(2-pyridylmethyl)-N-(5,6,7,8-tetrahydro-8-quinolinyl)-1,3-xylylenediamine